[Si](C1=CC=CC=C1)(C1=CC=CC=C1)(C(C)(C)C)OCC(CC1=C(N(C2=CC=CC=C12)CC)C=1C(=NC=CC1)[C@H](C)OC)(C)C 3-{3-[(tert-butyldiphenylsilyl)oxy]-2,2-dimethylpropyl}-1-ethyl-2-{2-[(1S)-1-methoxyethyl]pyridin-3-yl}indol